N-(2-Cyclopentylethyl)-2-(4'-fluoro-2'-(4-methyl-4H-1,2,4-triazol-3-yl)-[1,1'-biphenyl]-3-yl)-7-(trifluoromethyl)benzo[d]oxazol-5-amine C1(CCCC1)CCNC=1C=C(C2=C(N=C(O2)C=2C=C(C=CC2)C2=C(C=C(C=C2)F)C2=NN=CN2C)C1)C(F)(F)F